COC(C1=C(C(=CC=C1)C1=NC(=NC=C1Cl)NC=1C=NN(C1)C1CC1)F)=O (5-chloro-2-((1-cyclopropyl-1H-pyrazol-4-yl)amino)pyrimidin-4-yl)-2-fluorobenzoic acid methyl ester